2-chloro-13,19,23,28-tetrahydroxy-12,16,22,24,26,29-hexamethyl-13,14,19,22,23,24-hexahydro-1H-3,31-methanobenzo[e][1]azacyclononacosine-1,5,15,27,32(4H,12H,18H)-pentaone ClC1=C2NC(C=CC=CC=CC(C(CC(C(=CCC(C=CC(C(C(C=C(C(C3=C(C1=O)C(=CC(=C3O)C)C2=O)=O)C)C)O)C)O)C)=O)O)C)=O